ClC=1C=C(C=CC1Cl)C1=NN(C(C2=CC(=C(C=C12)C)C)=O)C1=CC(=NC=C1)C1COC1 4-(3,4-dichlorophenyl)-6,7-dimethyl-2-[2-(oxetan-3-yl)-4-pyridyl]phthalazin-1-one